C(CC)OS(=S)(=O)OCCC di-n-propylthiosulfate